C1(CC1)S(=O)(=O)NC1=CN=CC(=N1)C(C(=O)OC)OC Methyl 2-(6-(cyclopropanesulfonamido)pyrazin-2-yl)-2-methoxyacetate